[Li].[K] potassium, lithium salt